1-(2-fluoro-3-methylbenzyl)-3-methyl-2-oxo-N-(2,4,6-trifluorobenzyl)-1,2,3,4-tetrahydroquinazoline-7-carboxamide FC1=C(CN2C(N(CC3=CC=C(C=C23)C(=O)NCC2=C(C=C(C=C2F)F)F)C)=O)C=CC=C1C